Cl.FC1=CC=C(C=C1)[C@](C)(N)C=1C=NC(=NC1)N1CCNCC1 (S)-1-(4-fluorophenyl)-1-(2-(piperazin-1-yl)pyrimidin-5-yl)ethanamine hydrochloride